C(#N)C1=CC=C(C=C1)NC1=NC=C(C(=O)OC)C=C1[N+](=O)[O-] methyl 6-((4-cyanophenyl) amino)-5-nitronicotinate